COC(C1=C(N=C(C=C1C(CBr)=O)Br)OC(F)F)=O 6-bromo-4-(2-bromoacetyl)-2-(difluoromethoxy)nicotinic acid methyl ester